bis(3-fluoro-4-hydroxyphenyl)-4-fluorophenylmethane FC=1C=C(C=CC1O)C(C1=CC=C(C=C1)F)C1=CC(=C(C=C1)O)F